CN(C1CCC2(CCN(CC2)C(=O)C=2SC=CC2C)CC1)C=1C2=C(N=CN1)NC=C2 {9-[Methyl-(7H-pyrrolo[2,3-d]pyrimidin-4-yl)-amino]-3-aza-spiro[5.5]undec-3-yl}-(3-methyl-thiophen-2-yl)-methanone